C(#N)C(C(=O)N)C1=C(C=C(C=C1)S(NC1(CC1)C#N)(=O)=O)[N+](=O)[O-] 2-cyano-2-(4-(N-(1-cyanocyclopropyl)sulfamoyl)-2-nitrophenyl)acetamide